7-(bromomethyl)-3,3a-dihydrocyclopenta[b]chroman-1(2H)-one BrCC1=CC=2CC3C(OC2C=C1)CCC3=O